2,2'-((hexane-1,6-diylbis(oxy))bis(3,1-phenylene))diacetic acid C(CCCCCOC=1C=C(C=CC1)CC(=O)O)OC=1C=C(C=CC1)CC(=O)O